ClC=1N=C(NC1[C@H](COCCCC(=O)C1=NOC=C1)NC(=O)[C@H]1CC12CCN(CC2)C)C2=CC=C(C=C2)F (1S)-N-[(1R)-1-[4-chloro-2-(4-fluorophenyl)-1H-imidazol-5-yl]-2-(4-isoxazol-3-yl-4-oxobutoxy)ethyl]-6-methyl-6-azaspiro[2.5]octane-1-carboxamide